N-ethyl-2-(5-fluoro-3,7,8,9-tetrahydropyrano[3,2-e]indol-1-yl)ethan-1-amine C(C)NCCC1=CNC=2C=C(C3=C(C12)CCCO3)F